(1r,4r)-4-(3-Chloroanilino)-2'-{2-[(2-Fluoropyridin-4-yl)oxy]ethyl}-2',3'-dihydrospiro[cyclohexane-1,1'-indene]-4-carboxylic acid methyl ester COC(=O)C1(CCC2(C(CC3=CC=CC=C23)CCOC2=CC(=NC=C2)F)CC1)NC1=CC(=CC=C1)Cl